3-(3-(3-(2-methoxyethyl)-4-oxo-3,4-dihydroquinazolin-6-yl)ureido)-N,N-dimethylbenzamide COCCN1C=NC2=CC=C(C=C2C1=O)NC(NC=1C=C(C(=O)N(C)C)C=CC1)=O